NC1=CC=C(C=C1)SC1=NC(=NC(=N1)N1CCN(CC1)C)NC=1SC(=CN1)C N-[4-(4-aminophenyl)sulfanyl-6-(4-methylpiperazin-1-yl)-1,3,5-triazin-2-yl]-5-methyl-1,3-thiazol-2-amine